3,4-bis(di-p-tolylphosphino)-2-(4-methoxyphenyl)thiophene C1(=CC=C(C=C1)P(C1=C(SC=C1P(C1=CC=C(C=C1)C)C1=CC=C(C=C1)C)C1=CC=C(C=C1)OC)C1=CC=C(C=C1)C)C